FC=1C=C(C=NC1OC)C(CC(=O)O)N1N=CC2=CC(=CC=C12)OCCC1=NC=2NCCCC2C=C1 3-(5-fluoro-6-methoxypyridin-3-yl)-3-(5-(2-(5,6,7,8-tetrahydro-1,8-naphthyridin-2-yl)ethoxy)-1H-indazol-1-yl)propionic acid